2-cyanoethyl-2-[(4-cyano-2-methoxyphenyl)methylene]-3-oxobutyrate C(#N)CCOC(C(C(C)=O)=CC1=C(C=C(C=C1)C#N)OC)=O